tert-butyl(2-((4R,5R)-5-(2-chlorophenyl)-2,2-dimethyl-1,3-dioxolan-4-yl)ethoxy)dimethylsilane C(C)(C)(C)[Si](C)(C)OCC[C@H]1OC(O[C@@H]1C1=C(C=CC=C1)Cl)(C)C